2-(pyrrolidin-3-yl)propan-2-ol hydrochloride Cl.N1CC(CC1)C(C)(C)O